2-amino-5-methyl-6-(trifluoromethyl)pyrimidin-4-ol tert-Butyl-3,3-difluoro-1,4'-bipiperidine-1'-carboxylate C(C)(C)(C)C1N(CCCC1(F)F)C1CCN(CC1)C(=O)OC1=NC(=NC(=C1C)C(F)(F)F)N